C[C@H]1CC(C[C@H](N1)C1(CC1)C(=O)OC)=O methyl 1-[(2S,6S)-6-methyl-4-oxo-2-piperidyl]cyclopropanecarboxylate